N1C(CCCC1)=O 2-Piperidon